C(C1=CC=CC=C1)OC1=CC(=NC(=C1)Cl)Cl 4-(benzyloxy)-2,6-dichloropyridine